(+)-[3-(1H-1,2,4-Triazol-5-yl)pyrrolidin-1-yl]-[3-[4-(2,2,2-trifluoro-1,1-dimethyl-ethoxy)phenyl]azetidin-1-yl]methanone N1N=CN=C1C1CN(CC1)C(=O)N1CC(C1)C1=CC=C(C=C1)OC(C(F)(F)F)(C)C